hex-4-en CCCC=CC